tert-Butyl (R)-3,3-dimethyl-4-((2-oxo-4-chloropyridin-1(2H)-yl)methyl)piperidine-1-carboxylate CC1(CN(CC[C@H]1CN1C(C=C(C=C1)Cl)=O)C(=O)OC(C)(C)C)C